N1=C(C=CC=C1)CCNC(=O)[C@@H]1CN(CC[C@H]1NC(=O)C1=NOC(=C1)C1=C(C=C(C=C1)F)F)C1CCCCC1 |o1:11,16| (3R*,4R*)-1-Cyclohexyl-4-{[5-(2,4-difluoro-phenyl)-isoxazole-3-carbonyl]-amino}-piperidine-3-carboxylic acid (2-pyridin-2-yl-ethyl)-amide